OCCOCCOCCC1N(CCN(C1)C(C1=CC=CC=C1)(C1=CC=CC=C1)C1=CC=CC=C1)C(=O)O 2-[2-(2-hydroxyethoxy)ethoxylethyl]4-tritylpiperazine-1-carboxylic acid